((4,4-difluorocyclohexyl)methoxy)(methylsulfanyl)methanethione FC1(CCC(CC1)COC(=S)SC)F